2-(2-methoxyphenyl)-1-(3,4,5-trimethoxyphenyl)-1H-benzo[d]imidazole COC1=C(C=CC=C1)C1=NC2=C(N1C1=CC(=C(C(=C1)OC)OC)OC)C=CC=C2